2-((6-chloropyridin-2-yl)oxy)ethan-1-ol ClC1=CC=CC(=N1)OCCO